(2-aminoethyl)-6-bromo-3H-isoindol-1-one NCCC1NC(C2=CC(=CC=C12)Br)=O